Cl.FC1=C(C=CC(=C1)F)N1CC2(CC1)CCNCC2 2-(2,4-difluorophenyl)-2,8-diazaspiro[4.5]decane hydrochloride